(9Z)-9,13-tetradecadien-11-ynal C(CCCCCCC\C=C/C#CC=C)=O